N-(5-((4-(8-chloro-2-oxo-5,6-dihydro-4H-imidazo[4,5,1-ij]quinolin-1(2H)-yl)pyrimidin-2-yl)amino)-2-((2-(dimethylamino)ethyl)(methyl)amino)-4-methoxyphenyl)acrylamide ClC=1C=C2CCCN3C2=C(C1)N(C3=O)C3=NC(=NC=C3)NC=3C(=CC(=C(C3)NC(C=C)=O)N(C)CCN(C)C)OC